(S)-methyl (6-((2-amino-2,4-dimethylpentyl)oxy)-5-methoxy-[3,4'-bipyridin]-2'-yl)carbamate N[C@](COC1=C(C=C(C=N1)C1=CC(=NC=C1)NC(OC)=O)OC)(CC(C)C)C